O=S1(CCN(CC1)CCN1C=CC=2C1=NC=C(C2)C#CC=2C(=C(C(=O)O)C=CC2)C2=CC=C1C=CNC1=C2)=O 3-{1-[2-(1,1-Dioxo-1λ6-thiomorpholin-4-yl)-ethyl]-1H-pyrrolo[2,3-b]pyridin-5-ylethynyl}-2-(1H-indol-6-yl)-benzoic acid